C1[C@@H]2[C@H]([C@H]([C@@H](O2)C3=C4C(=NN3)C(=NC=N4)N)O)OP(=O)(O1)O The molecule is a nucleoside 3',5'-cyclic phosphate derived from formycin A. It is a nucleoside 3',5'-cyclic phosphate, a ribonucleotide, a C-glycosyl compound and a pyrazolopyrimidine. It derives from a formycin A.